2-(4,4-Difluoroazepan-1-yl)-N-(2-sulfamoylpyridin-4-yl)-5-(trifluoromethyl)nicotinamide FC1(CCN(CCC1)C1=C(C(=O)NC2=CC(=NC=C2)S(N)(=O)=O)C=C(C=N1)C(F)(F)F)F